C(C)OC=1N=C(SC1)C1=NC=NC(=C1)NCCN1C(=CC2=C(C=CC(=C12)F)OC)C 4-Ethoxy-2-{6-[2-(7-fluoro-4-methoxy-2-methyl-indol-1-yl)-ethylamino]-pyrimidin-4-yl}-thiazol